methyl (S)-2-(bis(tert-butoxycarbonyl)amino)-5-oxopentanoate C(C)(C)(C)OC(=O)N([C@H](C(=O)OC)CCC=O)C(=O)OC(C)(C)C